OC1=C(C=C(C(=O)[O-])C=C1OC)OC(C(C=1C=NC(=CC1)OC)O)C 4-hydroxy-3-((1-hydroxy-1-(6-methoxypyridin-3-yl) propan-2-yl) oxy)-5-methoxybenzoate